Aluminium trihydrate O.O.O.[Al]